C(C)(C)(C)[Si](OOC(C)(C)C)(C)C tert-butyldimethyl-(tert-butylperoxy)silane